5-chloro-N-isobutyl-N-[3-[methyl-[[1-(2-trimethylsilylethoxymethyl)imidazol-4-yl]methyl]amino]phenyl]thiophene-2-carboxamide ClC1=CC=C(S1)C(=O)N(C1=CC(=CC=C1)N(CC=1N=CN(C1)COCC[Si](C)(C)C)C)CC(C)C